NCC1NC(NC2=CC=CC=C12)=O 4-(Aminomethyl)-3,4-dihydroquinazolin-2(1H)-one